C1(=CC=CC=C1)CS(=O)(=O)OC1=C(OC(C1=O)C1=CC(=CC(=C1)F)F)N 2-amino-5-(3,5-difluorophenyl)-4-oxo-4,5-dihydrofuran-3-yl phenylmethanesulfonate